C(C)(=O)C1=CC(=C(C=C1)NC(=O)C1CCC(CC1)NC1=NC(=NC=C1Cl)NC=1C=C2C=NC(C2=CC1)=O)F N-(4-acetyl-2-fluorophenyl)-4-({5-chloro-2-[(1-oxoisoindol-5-yl)amino]pyrimidin-4-yl}amino)cyclohexane-1-carboxamide